ethyl 5-formyl-2,4-diisopropyl-1H-pyrrole-3-carboxylate C(=O)C1=C(C(=C(N1)C(C)C)C(=O)OCC)C(C)C